5-(5-methyl-2H-tetrazol-2-yl)phenol CC=1N=NN(N1)C=1C=CC=C(C1)O